ethyl 1-[7-(3-chloro-1-isobutyl-1H-indazol-5-ylmethoxy)-5-fluoro-2H-chromen-3-ylmethyl]-piperidine-4-carboxylate ClC1=NN(C2=CC=C(C=C12)COC1=CC(=C2C=C(COC2=C1)CN1CCC(CC1)C(=O)OCC)F)CC(C)C